6-methoxyimidazo[1,2-a]pyridine-3-carboxylic acid COC=1C=CC=2N(C1)C(=CN2)C(=O)O